2-Chloro-9-(tetrahydro-2H-pyran-4-yl)-9H-purin-8-amine ClC1=NC=C2N=C(N(C2=N1)C1CCOCC1)N